[N-]=[N+]=[N-].C1(C(C=CC=C1)=O)=O 2-benzoquinone azide